ClC1=CC=2C(C3=CC=CC=C3C2C=C1)(C(=O)N1[C@H]2CC([C@@H]([C@H]1C(=O)N[C@H](C[C@H]1C(NCCC1)=O)C#N)CC2)(F)F)O (1R,3S,4R)-2-(2-chloro-9-hydroxy-9H-fluorene-9-carbonyl)-N-((R)-1-cyano-2-((S)-2-oxopiperidin-3-yl)ethyl)-5,5-difluoro-2-azabicyclo[2.2.2]octane-3-carboxamide